ClC=1C=C2C(=NC(=NC2=C(C1C1=CC=C(C2=C1C(=C(S2)NC(OC(C)(C)C)=O)C#N)F)F)F)N2CC=1N(CCC2)N=C(C1)C(N(C)C)=O tert-butyl N-[4-[6-chloro-4-[2-(dimethylcarbamoyl)-4,6,7,8-tetrahydropyrazolo[1,5-a][1,4]diazepin-5-yl]-2,8-difluoro-quinazolin-7-yl]-3-cyano-7-fluoro-benzothiophen-2-yl]carbamate